(2S,3R,4R,5S)-1-(4-butoxyphenethyl)-2-(hydroxymethyl)piperidine-3,4,5-triol C(CCC)OC1=CC=C(CCN2[C@H]([C@H]([C@@H]([C@H](C2)O)O)O)CO)C=C1